8-methoxy-1,3,5-trimethyloctyl-magnesium bromide COCCCC(CC(CC(C)[Mg]Br)C)C